(1-(4-cyclobutyl-2-ethyl-5-(5-methoxy-4H-1,2,4-triazol-3-yl)benzoyl)piperidin-4-yl)benzonitrile C1(CCC1)C1=CC(=C(C(=O)N2CCC(CC2)C2=C(C#N)C=CC=C2)C=C1C1=NN=C(N1)OC)CC